Propan-2-yl 3-[2-fluoro-5-[[6-oxo-4-(trifluoromethyl)-1H-pyridine-3-carbonyl]amino]-4-[(3R-5S)-3,4,5-trimethylpiperazin-1-yl]phenyl]-2,5-dihydropyrrole-1-carboxylate FC1=C(C=C(C(=C1)N1C[C@H](N([C@H](C1)C)C)C)NC(=O)C1=CNC(C=C1C(F)(F)F)=O)C=1CN(CC1)C(=O)OC(C)C